C1(=CCCCC1)C1=C(C#N)C(=CC=C1)NC=1N=CC=C2C=C(C=NC12)CNCCO 2-cyclohex-1-en-1-yl-6-[(3-{[(2-hydroxyethyl)amino]methyl}-1,7-naphthyridin-8-yl)amino]benzonitrile